FC1=C(C=CC=C1)C=1SC(=CN1)C=O 2-(2-fluorophenyl)thiazole-5-carbaldehyde